dimethyl-3-(t-butylperoxy)butanol CC(CC(C)OOC(C)(C)C)(O)C